tert-butyl 4-(6-(2-((tert-butoxycarbonyl)(methyl)amino)ethoxy)-2'-ethoxy-[2,3'-bipyridin]-5-yl)piperidine-1-carboxylate C(C)(C)(C)OC(=O)N(CCOC1=C(C=CC(=N1)C=1C(=NC=CC1)OCC)C1CCN(CC1)C(=O)OC(C)(C)C)C